2-cyclopropyl-6-(5-isopropoxy-1-trityl-1H-indazol-3-yl)-4-(N-morpholinyl)pyridazin-3(2H)-one C1(CC1)N1N=C(C=C(C1=O)N1CCOCC1)C1=NN(C2=CC=C(C=C12)OC(C)C)C(C1=CC=CC=C1)(C1=CC=CC=C1)C1=CC=CC=C1